para-menthanediol C1(C(CC(CC1)C(C)C)O)(C)O